1-(2-ethylhexyl)-3-dodecylimidazolium acetate C(C)(=O)[O-].C(C)C(CN1C=[N+](C=C1)CCCCCCCCCCCC)CCCC